6,7-dimethoxy-9-(2-(2-morpholinoethoxy)pyrimidin-5-yl)naphtho[2,3]furan COC=1C(=CC2=C(C3=C(C=CO3)C=C2C1)C=1C=NC(=NC1)OCCN1CCOCC1)OC